O=C1NC(CCC1C1=C(C=C(C=C1F)N1CC(C1)NC(OCC1CC(C1)O[Si](C)(C)C(C)(C)C)=O)F)=O ((1s,3s)-3-((tert-butyldimethylsilyl)oxy)cyclobutyl)methyl (1-(4-(2,6-dioxopiperidin-3-yl)-3,5-difluorophenyl)azetidin-3-yl)carbamate